4-(8-(4-(trifluoromethyl)benzyl)-2-oxa-5,8-diazaspiro[3.5]nonan-5-yl)benzoic acid FC(C1=CC=C(CN2CCN(C3(COC3)C2)C2=CC=C(C(=O)O)C=C2)C=C1)(F)F